1-(3,4-difluorobenzyl)-6-(4-methoxy-5H-pyrrolo[3,2-d]pyrimidin-5-yl)-N-methyl-1H-imidazo[4,5-b]pyridin-2-amine FC=1C=C(CN2C(=NC3=NC=C(C=C32)N3C=CC=2N=CN=C(C23)OC)NC)C=CC1F